N-(bis(4-methoxyphenyl)methyl)formamide COC1=CC=C(C=C1)C(NC=O)C1=CC=C(C=C1)OC